NC1CC2(CC(C2)NC2=CC3=CC=C(C=C3C=C2)NCCC)C1 N2-(6-aminospiro[3.3]heptan-2-yl)-N6-propylnaphthalene-2,6-diamine